FC(C(=O)O)(F)F.N1CC(C1)N(C(OCC1=CC=CC=C1)=O)C benzyl N-(azetidin-3-yl)-N-methyl-carbamate trifluoroacetate